ClC1=CNC(C2=CC(=CC(=C12)C1=C(C(=O)N)C=C(C=C1F)C(F)(F)F)C=1C=NN(C1)C1CC1)=O (4-chloro-7-(1-cyclopropyl-1H-pyrazol-4-yl)-1-oxo-1,2-dihydroisoquinolin-5-yl)-3-fluoro-5-(trifluoromethyl)benzamide